4-[(3,5,5-trimethylhexanoyl)oxy]benzene-1-sulfonic acid sodium salt [Na+].CC(CC(=O)OC1=CC=C(C=C1)S(=O)(=O)[O-])CC(C)(C)C